4-methoxy-N-(2'-(4-methylpiperazin-1-yl)-[4,4'-bipyridin]-2-yl)benzamide COC1=CC=C(C(=O)NC2=NC=CC(=C2)C2=CC(=NC=C2)N2CCN(CC2)C)C=C1